Lithium (R)-1-(3-methoxypropyl)aziridine-2-carboxylate COCCC[N@]1C(C1)C(=O)[O-].[Li+]